C(C)(=O)OC\C=C\CCCCCCCCC\C=C/CCCC (2E,13Z)-2,13-Octadeca-dien-1-ol acetate